5-((1S,2R)-1-(5-chloro-1,1-dioxidobenzo[d]isothiazol-2(3H)-yl)-2-(6-fluoro-2,3-dimethylphenyl)propyl)-1,3,4-oxadiazol-2(3H)-one ClC=1C=CC2=C(CN(S2(=O)=O)[C@@H]([C@H](C)C2=C(C(=CC=C2F)C)C)C2=NNC(O2)=O)C1